1-[4-(5-ethylsulfanyl-6-tributylstannyl-3-pyridyl)phenyl]cyclopropanecarbonitrile C(C)SC=1C=C(C=NC1[Sn](CCCC)(CCCC)CCCC)C1=CC=C(C=C1)C1(CC1)C#N